N-((6-(2-(2H-1,2,3-triazol-2-yl)ethyl)-5-chloro-1H-indol-2-yl)methyl)-1-methylcyclopropane-1-carboxamide N=1N(N=CC1)CCC1=C(C=C2C=C(NC2=C1)CNC(=O)C1(CC1)C)Cl